OCCN1CCN(CC1)C1=CC(=NC(=N1)C)NC=1SC(=CN1)C(=O)NC1=C(C=CC=C1)S(=O)(=O)C(C)C 2-((6-(4-(2-hydroxyethyl)piperazin-1-yl)-2-methylpyrimidin-4-yl)amino)-N-(2-(propane-2-sulfonyl)phenyl)thiazole-5-carboxamide